N-{(S)-1-[4-((S)-3-Methyl-piperazin-1-yl)-phenyl]-ethyl}-3-[3-(4-trifluoromethoxy-benzyl)-3H-imidazo[4,5-b]pyridin-2-yl]-propionamide C[C@H]1CN(CCN1)C1=CC=C(C=C1)[C@H](C)NC(CCC1=NC=2C(=NC=CC2)N1CC1=CC=C(C=C1)OC(F)(F)F)=O